methyl 2-{4-[(3S,4S)-4-amino-3-methyl-2-oxa-8-azaspiro[4.5]decan-8-yl]-1-(2,3-dichlorophenyl)-2-methyl-6-oxo-1,6-dihydropyrimidin-5-yl}acetate N[C@@H]1[C@@H](OCC12CCN(CC2)C=2N=C(N(C(C2CC(=O)OC)=O)C2=C(C(=CC=C2)Cl)Cl)C)C